(ethylenedioxy)diacetonitrile C(OCC#N)COCC#N